CNC1=CC(N(C(N1C1=CC=CC=C1)=O)C1=CC=CC=C1)=O 6-methylamino-1,3-diphenyl-pyrimidine-2,4(1H,3H)-dione